(5R,6S,8R)-8-[(1S,2R)-2,6-Difluoro-1-hydroxy-7-(1-imidazolyl)-4-indanyl]-3,5,6-trifluoro-5,6,7,8-tetrahydro-1-naphthonitrile F[C@H]1[C@H](C2=C(C(=CC(=C2C1)[C@H]1C[C@@H]([C@@H](C=2C=C(C=C(C12)C#N)F)F)F)F)N1C=NC=C1)O